FC1=C(C(=CC=2NC(=NC21)C(CO)C2=CC=C(C=C2)S(=O)(=O)CC)F)C2=C(C=CC=C2)OC(F)(F)F 2-(4,6-difluoro-5-(2-(trifluoromethoxy)phenyl)-1H-benzo[d]imidazol-2-yl)-2-(4-(ethylsulfonyl)phenyl)ethanol